3-(3-bromo-1-((2-(trimethylsilyl)ethoxy)methyl)-1H-pyrazol-5-yl)cyclopentanone BrC1=NN(C(=C1)C1CC(CC1)=O)COCC[Si](C)(C)C